N1(CCNCC1)C1=C(C(=O)O)C=C(C=N1)C(F)(F)F (piperazin-1-yl)-5-(trifluoromethyl)nicotinic acid